CO[SiH3] methyl-oxysilane